1-methyl-1H-1,2,3,4-tetrazol CN1N=NN=C1